S1(=O)(=O)O[C@@]2(N3C(N([C@H](CC2)C3)O1)=O)Cl.[Na] sodium (2r,5r)-2-chloro-7-oxo-1,6-diazabicyclo[3.2.1]octyl-6-yl sulfate